2-(6-{5-chloro-2-[(oxan-4-yl)amino]pyrimidin-4-yl}-1-oxo-2,3-dihydro-1H-isoindol-2-yl)-N-(2-hydroxy-1-phenylpropyl)-acetamide ClC=1C(=NC(=NC1)NC1CCOCC1)C1=CC=C2CN(C(C2=C1)=O)CC(=O)NC(C(C)O)C1=CC=CC=C1